C(C)OC(=O)C1=CN2C(S1)=NC=C2C2=NC=CC(=N2)SC 5-(4-Methylthiopyrimidin-2-yl)imidazo[2,1-b]thiazole-2-carboxylic acid ethyl ester